(4-amino-7-fluoro-1-methyl-1H-pyrazolo[4,3-c]quinolin-8-yl)((4S)-3,3-dimethyl-4-(4-(trifluoromethyl)phenyl)-1-pyrrolidinyl)methanone NC1=NC=2C=C(C(=CC2C2=C1C=NN2C)C(=O)N2CC([C@@H](C2)C2=CC=C(C=C2)C(F)(F)F)(C)C)F